CC=1C=C(C=C2C=NNC12)C1=CC=C(C=C1)CCCC(=O)NC=1C=NC=CC1 4-(4-(7-methyl-1H-indazol-5-yl)phenyl)-N-(pyridin-3-yl)butanamide